ClC=1N=CC(=NC1)N1C2=C(C(=C1)C(F)(F)F)CC(C2)(F)F 1-(5-Chloropyrazin-2-yl)-5,5-difluoro-3-(trifluoromethyl)-1,4,5,6-tetrahydrocyclopenta[b]pyrrole